16-{2-[(6-aminohexyl)sulfamoyl]phenyl}-3-oxa-9λ5,23-diazaheptacyclo[17.7.1.15,9.02,17.04,15.023,27.013,28]octacosa-1(27),2(17),4,9(28),13,15,18-heptaen-9-ylium NCCCCCCNS(=O)(=O)C1=C(C=CC=C1)C1=C2C=C3CCC[N+]=4CCCC(=C2OC=2C=5CCCN6CCCC(=CC12)C56)C43